(6-methyl(3-pyridyl)amino)carboxamide CC1=CC=C(C=N1)NC(=O)N